C(C1=CC=CC=C1)OC=1C=CC2=C(SC(=C2Br)C2=CC=C(C=C2)Br)C1 6-(benzyloxy)-3-bromo-2-(4-bromophenyl)benzo[b]thiophene